(3S)-1-(2-(4-(5-(3,5-difluorophenyl)-4,5-dihydro-1H-pyrazole-1-carbonyl)piperazin-1-yl)-5-fluoropyrimidine-4-carbonyl)pyrrolidine-3-carbonitrile FC=1C=C(C=C(C1)F)C1CC=NN1C(=O)N1CCN(CC1)C1=NC=C(C(=N1)C(=O)N1C[C@H](CC1)C#N)F